N-methyl-N-phenyl-3-(pyridin-3-yl)-3a,4,5,6,7,7a-hexahydro-4,7-methylenebenzo[d]isoxazole-7a-carboxamide CN(C(=O)C12C(C(=NO1)C=1C=NC=CC1)C1CCC2C1)C1=CC=CC=C1